2,6,6,8-tetramethyl-4-((1-(2-methyl-3-(trifluoromethyl)phenyl)ethyl)amino)-6,8-dihydro-7H-pyrrolo[3,2-g]quinazolin-7-one CC1=NC2=CC3=C(C=C2C(=N1)NC(C)C1=C(C(=CC=C1)C(F)(F)F)C)C(C(N3C)=O)(C)C